C(C1=CC=CC=C1)(=O)NC=1C=2N=CN([C@H]3[C@H](O)[C@H](O)[C@@H](CO)O3)C2N=CN1 N6-benzoyl-adenosine